[1,6]naphthyridine-3-carboxylate N1=CC(=CC2=CN=CC=C12)C(=O)[O-]